CN1N=C(C=C1)NC1=CC(=NC=N1)NC1=CC2=C(C(NC23CCCCC3)=O)S1 2'-((6-((1-methyl-1H-pyrazol-3-yl)amino)pyrimidin-4-yl)amino)spiro[cyclohexane-1,4'-thieno[2,3-c]pyrrol]-6'(5'H)-one